(S)-[6-(5-cyclopropyl-4H-1,2,4-triazol-3-yl)-2-azaspiro[3.3]heptan-2-yl]-[6-[[3-(trifluoromethylsulfonimidoyl)phenyl]methyl]-2-azaspiro[3.3]heptan-2-yl]methanone C1(CC1)C=1NC(=NN1)C1CC2(CN(C2)C(=O)N2CC3(C2)CC(C3)CC3=CC(=CC=C3)[S@@](=O)(=N)C(F)(F)F)C1